C(C)(=O)OCCCCOCC 4-ethoxybutyl acetate